CN(C)\C=N\C1=NC=CC(=C1)C1=NC=CC(=C1)C=1C=C(C=CC1C)NC(=O)C=1N=NC=C(C1)C(F)(F)F (E)-N-(3-(2'-(((dimethylamino)methylene)amino)-[2,4'-bipyridin]-4-yl)-4-methylphenyl)-5-(trifluoromethyl)pyridazine-3-carboxamide